[(1S,2R,3S,4S,5R,6R)-3,4-diacetoxy-2,6-diazido-5-hydroxy-cyclohexyl]acetate C(C)(=O)O[C@H]1[C@@H]([C@H]([C@H]([C@H]([C@@H]1OC(C)=O)O)N=[N+]=[N-])CC(=O)[O-])N=[N+]=[N-]